C(C)(C)C=1N=C(SC1)[C@H](C)N[S@@](=O)C(C)(C)C (S)-N-((S)-1-(4-isopropylthiazol-2-yl)ethyl)-2-methylpropane-2-sulfinamide